Boron-cobalt-tungsten oxide [W]=O.[Co].[B]